4',5,7-trihydroxy-6,8-dimethylflavone OC1=CC=C(C=2OC3=C(C(=C(C(=C3C(C2)=O)O)C)O)C)C=C1